FC=1C(=C(C=CC1)NC1=C(NC2=C1C(NCC2)=O)C2=C(C=NC=C2)C#CC2(CCC2)NC(C=C)=O)OC N-{1-[2-(4-{3-[(3-fluoro-2-methoxyphenyl)amino]-4-oxo-1H,5H,6H,7H-pyrrolo[3,2-c]pyridin-2-yl}pyridin-3-yl)ethynyl]cyclobutyl}prop-2-enamide